1-(5-((2,6-dichlorobenzyl)oxy)-7-methyl-2,3-dihydro-1H-inden-1-yl)piperidine-4-carboxylic acid ClC1=C(COC=2C=C3CCC(C3=C(C2)C)N2CCC(CC2)C(=O)O)C(=CC=C1)Cl